Tert-butyl 7-[5-[1-(2,6-dioxo-3-piperidyl)-3-methyl-2-oxo-benzimidazol-5-yl]-2-pyridyl]-2,7-diazaspiro[3.5]nonane-2-carboxylate O=C1NC(CCC1N1C(N(C2=C1C=CC(=C2)C=2C=CC(=NC2)N2CCC1(CN(C1)C(=O)OC(C)(C)C)CC2)C)=O)=O